CC1=CC=C(C=C1)S(=O)(=O)N1C2CCCCC12 7-(p-toluenesulfonyl)-7-azabicyclo[4.1.0]heptane